FC1=NC(=CC=C1N1CCN(CC1)CC=1C=C2NC(C=3N(C2=CC1F)N=CC3F)=O)C(NC)=O 7-((4-(2-fluoro-6-(methylcarbamoyl)pyridin-3-yl)piperazin-1-yl)methyl)-3,8-difluoropyrazolo[1,5-a]quinoxalin-4(5H)-one